C[C@@]12OC[C@@H](CC1)C2 (1R,4S)-1-methyl-2-oxabicyclo[2.2.1]heptan